C(C)C=1C(=NC2=CC3=C(C=C2C1)OCC[C@H]1N(C3)CCN(C1)C=1C=CC(=NC1)C(=O)NC)OC (R)-5-(10-ethyl-11-methoxy-1,2,4,4a,5,6-hexahydro-3H,14H-pyrazino[1',2':5,6][1,5]oxazocino[2,3-g]quinolin-3-yl)-N-methylpicolinamide